tert-butyl 3-(5-acetylthiophen-3-yl)pyrrolidine-1-carboxylate C(C)(=O)C1=CC(=CS1)C1CN(CC1)C(=O)OC(C)(C)C